C(C)(C)(C)OC(=O)N(C)CC1=CN=C2N1C=C(C=C2)C2=CC=C(C(=C2OCCC=2C(=NN(C2C)C)C(=O)OCC)F)F ethyl 4-(2-(6-(3-(((tert-butoxycarbonyl)(methyl)amino)methyl)imidazo[1,2-a]pyridin-6-yl)-2,3-difluorophenoxy)ethyl)-1,5-dimethyl-1H-pyrazole-3-carboxylate